C(CCC)C(C(=O)[O-])CCCCC(C(=O)[O-])CCCC.[NH4+].[NH4+] ammonium 2,7-dibutylsuberate